ClC=1N(C=2C3=C(C4=C(NC(C13)=O)N(N=C4)C)N=C(N2)C)C2=C(C(=CC=C2C)O)C 5-chloro-4-(3-hydroxy-2,6-dimethylphenyl)-2,8-dimethyl-7,8-dihydro-1,3,4,7,8,9-hexaazabenzo[cd]cyclopenta[f]azulen-6(4H)-one